2-phenyl-3-(piperidin-1-ylmethyl)imidazo[1,2-a]pyridine C1(=CC=CC=C1)C=1N=C2N(C=CC=C2)C1CN1CCCCC1